ClC1=C2C(=C(N=N1)OCC)N(C=C2)C 4-chloro-7-ethoxy-1-methyl-1H-pyrrolo[2,3-d]pyridazine